NC1CCN(CC1)C(=O)C1=C(C=C(NC=2C=3N(C=CN2)C(=CN3)C=3C(=NN(C3)CC#N)C(F)(F)F)C=C1)Cl 2-[4-[8-[4-(4-aminopiperidine-1-carbonyl)-3-chloroanilino]imidazo[1,2-a]pyrazin-3-yl]-3-(trifluoromethyl)pyrazol-1-yl]acetonitrile